Methyl 7-(4-{acetyl [(1-methylcyclobutyl) methyl] amino} piperidin-1-yl)-3-oxa-9-azabicyclo[3.3.1]nonane-9-carboxylate C(C)(=O)N(C1CCN(CC1)C1CC2COCC(C1)N2C(=O)OC)CC2(CCC2)C